6-dimethylamino-4-ketohexanoic acid hydrochloride Cl.CN(CCC(CCC(=O)O)=O)C